4-((2-methoxy-3-(4-methylpiperazine-1-carbonyl)phenyl)amino)-N-methylnicotinamide COC1=C(C=CC=C1C(=O)N1CCN(CC1)C)NC1=CC=NC=C1C(=O)NC